ClC1=C(C=CC=C1Cl)N1CCN(CC1)CCCCOC1=CC=C2CCC(NC2=C1)=O 7-(4-(4-(2,3-dichlorophenyl)piperazin-1-yl)butoxy)-2-oxo-3,4-dihydroquinolin